rac-(7S)-7-tert-butyl-N-[rac-(1R)-1-[3-(2-hydroxyethylcarbamoyl)phenyl]-3-(4-hydroxy-1-piperidyl)propyl]-5,6,7,8-tetrahydrothiazolo[5,4-b]quinoline-2-carboxamide C(C)(C)(C)[C@@H]1CC=2C=C3C(=NC2CC1)SC(=N3)C(=O)N[C@H](CCN3CCC(CC3)O)C3=CC(=CC=C3)C(NCCO)=O |r|